C(C1=CC=CC=C1)OC1=NC(=CC=C1N1CCOC2=C1C=CC=C2[C@H]2C(CN(CC2)C(=O)OC(C)(C)C)(F)F)OCC2=CC=CC=C2 tert-butyl (4S)-4-[4-(2,6-dibenzyloxy-3-pyridyl)-2,3-dihydro-1,4-benzoxazin-8-yl]-3,3-difluoro-piperidine-1-carboxylate